C(#N)C1=CC=2CC3=CC=CC=C3C2C=C1 2-cyanofluorene